(S)-2-(3-fluoro-5-isopropyl-2-methoxyphenyl)-2-((R)-3-((5-(5,6,7,8-tetrahydro-1,8-naphthyridin-2-yl)pentyl)(2-(trifluoromethoxy)ethyl)amino)pyrrolidin-1-yl)acetic acid FC=1C(=C(C=C(C1)C(C)C)[C@@H](C(=O)O)N1C[C@@H](CC1)N(CCOC(F)(F)F)CCCCCC1=NC=2NCCCC2C=C1)OC